(((methylsulfonyl)oxy)methyl)-3,8-diazabicyclo[3.2.1]octane-8-carboxylate CS(=O)(=O)OCOC(=O)N1C2CNCC1CC2